CC1(CC(=CC(C1)=C(C#N)C#N)\C=C\C=1SC(=CC1)N1CCOCC1)C (E)-2-(5,5-dimethyl-3-(2-(5-morpholinothiophen-2-yl)vinyl)cyclohex-2-en-1-ylidene)malononitrile